BrC1=CC=C(C=C1)[C@H]1[C@H](N2[C@H]1CN(C[C@@H]1[C@H](C2)OC(O1)(C)C)C(=O)NC1=CC=C(C=C1)OC1CC1)CN(C)C (3aR,6aR,7S,8S,10aS)-7-(4-bromophenyl)-N-(4-cyclopropoxyphenyl)-8-((dimethylamino)methyl)-2,2-dimethylhexahydro-3aH-azetidino[1,2-a][1,3]dioxolo[4,5-f][1,4]diazocine-5(4H)-carboxamide